N(=[N+]=[N-])[C@H]1[C@H](N(CC1)C1=NC(=CC(=C1C#N)C(F)(F)F)C)C(=O)N(C)C1=CC(=C(C=C1)F)Cl (2S,3R)-3-azido-N-(3-chloro-4-fluoro-phenyl)-1-[3-cyano-6-methyl-4-(trifluoromethyl)-2-pyridyl]-N-methyl-pyrrolidine-2-carboxamide